N-ethyl-pyridinium tetrafluoroborate F[B-](F)(F)F.C(C)[N+]1=CC=CC=C1